N1N=CC2=C(C=CC=C12)CN1N=CC2=C(C1=O)N(C1=C2SC(=N1)[C@H](C1=NNC=C1)O)C (S)-6-((1H-indazol-4-yl)methyl)-2-(hydroxy(1H-pyrazol-3-yl)methyl)-4-methyl-4,6-dihydro-5H-thiazolo[5',4':4,5]pyrrolo[2,3-d]pyridazin-5-one